B(O)O.O=C[C@H](O)[C@@H](O)[C@H](O)CO xylose monoboronate